zirconium ethylamine C(C)N.[Zr]